ClC(C1=NC(=NO1)C1=CC=C(C=C1)NC=1C(C(C1NCC1CC1)=O)=O)(F)F 3-((4-(5-(chlorodifluoromethyl)-1,2,4-oxadiazol-3-yl)phenyl)amino)-4-((cyclopropylmethyl)amino)cyclobut-3-ene-1,2-dione